(S)-5-AMINO-4-HYDROXYPENTANOIC ACID NC[C@H](CCC(=O)O)O